CC=1C(C(C=CC1)(C)C)C(=O)OCC ethyl 2,6,6-trimethylcyclohexa-2,4-diene-1-carboxylate